C(#C)C1=C(C(=CC(=C1)C#C)C#C)CN 2,4,6-tri-ethynylbenzene-methylamine